N1CCCC2=C1C=1N(C=CC2)N=C2C1CN(C=C2)C(=O)N tetrahydro-5H-pyrido[2,3-c]pyrido[4',3':3,4]pyrazolo[1,5-a]azepine-12(13H)-carboxamide